ClC1=CC=NN(C1=O)C1CCN(CC1)C(=O)OC(C)(C)C tert-butyl 4-(5-chloro-6-oxopyridazin-1(6H)-yl)piperidine-1-carboxylate